C(C)OC1CC(CC=C1C)C(=C)COCC 6-ethoxy-4-(1-ethoxymethylethenyl)-1-methylcyclohexene